5-Methoxy-N-(1-(2-methoxyethyl)-1H-indazol-3-yl)-2,2-dimethyl-2H-chromene-6-carboxamide COC1=C2C=CC(OC2=CC=C1C(=O)NC1=NN(C2=CC=CC=C12)CCOC)(C)C